mono-aminoglucose NC(=O)[C@H](O)[C@@H](O)[C@H](O)[C@H](O)CO